FC1=C(CN2C=NN(C2=O)C2=CC=C(C(=O)C3=C(N=C(S3)N3CC(C3)(C#N)C)C)C=C2)C(=CC=C1)F 1-(5-(4-(4-(2,6-difluorobenzyl)-5-oxo-4,5-dihydro-1H-1,2,4-triazol-1-yl)benzoyl)-4-methylthiazol-2-yl)-3-methylazetidine-3-carbonitrile